benzyl (4-bromo-6-chloro-2-methyl-2H-indazol-5-yl)carbamate BrC=1C2=CN(N=C2C=C(C1NC(OCC1=CC=CC=C1)=O)Cl)C